CC(=CCC/C(=C\C(=O)O)/C)C cis-Geranic acid